COC(C1=C(C=CC(=C1)Br)I)=O iodo-5-bromobenzoic acid methyl ester